tert-butyl (s)-4-(((3-((tert-butyldimethylsilyl)oxy)-1-methoxy-1-oxopropan-2-yl)carbamoyl)oxy)piperidine-1-carboxylate [Si](C)(C)(C(C)(C)C)OC[C@@H](C(=O)OC)NC(=O)OC1CCN(CC1)C(=O)OC(C)(C)C